(3-bromo-1-methyl-1H-pyrazol-5-yl)methanol BrC1=NN(C(=C1)CO)C